4-(3-oxomorpholin-4-yl)-8,14-dioxa-10,19,20-triazatetracyclo[13.5.2.12,6.018,21]tricosa-1(20),2(23),3,5,15(22),16,18(21)-heptaen-9-one O=C1N(CCOC1)C1=CC=2C3=NNC=4C=CC(OCCCNC(OCC(=C1)C2)=O)=CC34